2-CYCLOHEXYL-5,7-DIMETHYL-1H-INDOLE-3-CARBOXALDEHYDE C1(CCCCC1)C=1NC2=C(C=C(C=C2C1C=O)C)C